[Li+].S1C(=CC=C1)C(=O)[O-] thiophene-2-carboxylic acid lithium salt